7-(3-((2-chlorophenyl)amino)-7,8-dihydro-1,6-naphthyridin-6(5H)-yl)-8-methyl-4H-pyrimido[1,2-b]pyridazin-4-one ClC1=C(C=CC=C1)NC=1C=NC=2CCN(CC2C1)C=1C(=CC=2N(N1)C(C=CN2)=O)C